CC1=CC(NC2=CC=C(C=C12)CC(=O)O)=O 2-(4-methyl-2-oxo-1,2-dihydroquinolin-6-yl)acetic acid